bis(4-isocyanato-3-methylcyclohexyl)-methane N(=C=O)C1C(CC(CC1)CC1CC(C(CC1)N=C=O)C)C